Methyl 4-((l-1-cyclopentyl-5-methyl-6-oxo-6,11-dihydro-5H-benzo[e]pyrimido[5,4-b][1,4]diazepin-2-yl)amino)benzoate C1(CCCC1)N1C(N=CC=2N(C(C3=C(NC21)C=CC=C3)=O)C)NC3=CC=C(C(=O)OC)C=C3